6-bromo-2,4-dichloro-7-methoxyquinazoline BrC=1C=C2C(=NC(=NC2=CC1OC)Cl)Cl